CC=1OC=2C(=NC=C(C2)B(O)O)N1 (2-methyloxazolo[4,5-b]pyridin-6-yl)boronic acid